5-((5-(cyclopent-1-en-1-yl)-2-methoxypyridin-4-yl)oxy)pyrimidine-2,4-diamine C1(=CCCC1)C=1C(=CC(=NC1)OC)OC=1C(=NC(=NC1)N)N